N-((3-chloropyrazin-2-yl)methyl)acetamide ClC=1C(=NC=CN1)CNC(C)=O